7-hydroxy-8-(4-benzyl-1-piperazinylmethyl)-3-acetylcoumarin oxime OC1=CC=C2C=C(C(OC2=C1CN1CCN(CC1)CC1=CC=CC=C1)=NO)C(C)=O